CN1C(OC(=N1)C1=CC=CC=C1)=O 3-methyl-5-phenyl-1,3,4-oxadiazol-2(3H)-one